NN1C(=NC(=C1C(=O)N)C1=CC=C(C=C1)C(NC1=NC=CC(=C1)C)=O)[C@H]1N(CCC1)C(C(=C)C)=O (S)-1-Amino-2-(1-methacryloylpyrrolidin-2-yl)-4-(4-((4-methylpyridin-2-yl)carbamoyl)phenyl)-1H-imidazol-5-carboxamid